(4-Cyano-2-methoxyphenyl)boronic acid C(#N)C1=CC(=C(C=C1)B(O)O)OC